C(C)C1(OC2=C(C(C1)=O)C=C(C=C2)C2=NC(=NO2)C=2C=NNC2)CC 2,2-diethyl-6-[3-(1H-pyrazol-4-yl)-1,2,4-oxadiazol-5-yl]-3H-1-benzopyran-4-one